COC(=O)[C@H]1[C@@H](CCCC1)C(=O)O |r| trans-rac-2-methoxycarbonylcyclohexane-1-carboxylic acid